tert-butyl 2-(2-chloro-6-methylpyrimidin-4-yl)-5,8,11,14,17-pentaoxa-2-azaicosan-20-oate ClC1=NC(=CC(=N1)N(C)CCOCCOCCOCCOCCOCCC(=O)OC(C)(C)C)C